COC(C1=C(C=C(C(=C1)OC)N)N1CCN(CC1)C)=O 4-amino-5-methoxy-2-(4-methylpiperazin-1-yl)benzoic acid methyl ester